5-chloro-N-(4-(N-(cyclohexylcarbamoyl)sulfamoyl)phenethyl)-2-hydroxybenzamide ClC=1C=CC(=C(C(=O)NCCC2=CC=C(C=C2)S(NC(NC2CCCCC2)=O)(=O)=O)C1)O